ClC=1C2=C(C(=NC1)C)CC(C2)CNCCC2CN(C(O2)=O)C=2C=CC=1OCC(NC1N2)=O 6-[5-[2-[(4-chloro-1-methyl-6,7-dihydro-5H-cyclopenta[c]pyridin-6-yl)methylamino]ethyl]-2-oxo-1,3-oxazolidin-3-yl]-4H-pyrido[3,2-b][1,4]oxazin-3-one